C(CCC)C(C(=O)O)COC.COCCC(=O)OCCCC butyl 3-methoxypropionate (butyl 3-methoxypropionate)